(3R)-3-methylpiperidin-3-ol hydrogen chloride Cl.C[C@@]1(CNCCC1)O